FC=1C(=CC(=NC1)C=1N(C=CN1)C)OC1CN(C1)C(=O)N1N=CC[C@H]1C=1C=NC=C(C#N)C1 (S)-5-(1-(3-((5-fluoro-2-(1-methyl-1H-imidazol-2-yl)pyridin-4-yl)oxy)azetidine-1-carbonyl)-4,5-dihydro-1H-pyrazol-5-yl)nicotinonitrile